C(C1=CC=CC=C1)OC(CNC(C1=C(C=CC=C1)[N+](=O)[O-])=O)=O N-(2-nitrobenzoyl)glycine benzyl ester